(2S,3R)-3-hydroxy-2-methylazetidinium O[C@H]1[C@@H]([NH2+]C1)C